S1C=NC2=C1C=CC(=C2)NC2=CC=NC1=CC=C(C=C21)C2=C(C=C(C=C2)C2CCN(CC2)CC(=O)O)F 2-(4-(4-(4-(benzo[d]thiazol-5-ylamino)quinolin-6-yl)-3-fluorophenyl)piperidin-1-yl)acetic acid